N-(3-Sulfamoylphenyl)pent-4-ynamide S(N)(=O)(=O)C=1C=C(C=CC1)NC(CCC#C)=O